Ethyl-1,1,2,2-Tetrafluoroethyl ether C(C)C(C(F)(F)OC(C(CC)(F)F)(F)F)(F)F